6-(3-isopropyl-5-(1-methylpiperidin-4-yl)-1H-indol-2-yl)imidazo[1,2-a]pyridine C(C)(C)C1=C(NC2=CC=C(C=C12)C1CCN(CC1)C)C=1C=CC=2N(C1)C=CN2